4-Methoxy-3-methylbenzo[b]thiophene-6-carboxylic acid Lithium hydroxide [OH-].[Li+].COC1=CC(=CC=2SC=C(C21)C)C(=O)O